BrC1=NC=CC(=C1)C1(CC1)C=1NC(C=2CN(CCCC2N1)C(=O)OC(C)(C)C)=O tert-butyl 2-(1-(2-bromopyridin-4-yl)cyclopropyl)-4-oxo-3,4,5,7,8,9-hexahydro-6H-pyrimido[5,4-c]azepine-6-carboxylate